3-bromo-4'-(4,6-diphenyl-1,3,5-triazin-2-yl)-[1,1'-biphenyl]-2-amine BrC1=C(C(=CC=C1)C1=CC=C(C=C1)C1=NC(=NC(=N1)C1=CC=CC=C1)C1=CC=CC=C1)N